N,5-diphenyl-3-pyrazolidinone C1(=CC=CC=C1)N1NC(CC1C1=CC=CC=C1)=O